3-bromo-6-(3,3-difluorocyclobutoxy)-2-methylpyridine BrC=1C(=NC(=CC1)OC1CC(C1)(F)F)C